ClC=1C=C(C=CC1Cl)NC1N(C(=NC(=N1)N)N1CCOCC1)C1=CC=C(C=C1)OC N-(3,4-Dichlorophenyl)-N1-(4-methoxyphenyl)-6-morpholin-4-yl-[1,3,5]triazine-2,4-diamine